1,3,5-trimethylbenzenetriphosphonic acid CC1(C(C(CC(=C1)C)(P(O)(=O)O)C)P(O)(=O)O)P(O)(=O)O